C(#C)[C@@H]1CN(C[C@H]1C1=CC=NC=C1)C(=O)OC(C)(C)C |o1:2,6| tert-butyl rel-(3R,4R)-3-ethynyl-4-(pyridin-4-yl)pyrrolidine-1-carboxylate